FC=1C=C(C(=NC1)O)C(C)NC1=NC=2N(C=C1)N=CC2C(=O)O 5-(1-(5-fluoro-2-hydroxypyridin-3-yl)ethylamino)pyrazolo[1,5-a]Pyrimidine-3-carboxylic acid